6-chloro-5-nitro-3H-spiro[benzofuran-2,4'-piperidine]-1'-Carboxylic acid tert-butyl ester C(C)(C)(C)OC(=O)N1CCC2(CC1)OC1=C(C2)C=C(C(=C1)Cl)[N+](=O)[O-]